C(C)(C)(C)C1=CC(=NO1)NC(=O)NC1=CC=C(C=C1)N1C=NC2=C1C=CC(=C2)OCCN(C)C 1-(5-tert-butyl-isoxazol-3-yl)-3-{4-[5-(2-dimethylamino-ethoxyl)-benzimidazol-1-yl]-phenyl}-urea